1-bromo-3-(difluoromethyl)-5-(methylsulfanyl)benzene BrC1=CC(=CC(=C1)SC)C(F)F